C(#N)C1=CC(=C(COC2=C(C=CC(=N2)C2=CC=C(CC3=NC4=C(N3CCOC)C=C(C=C4)C(=O)O)C=C2)C)C=C1)F 2-(4-(6-((4-cyano-2-fluorobenzyl)oxy)-5-methylpyridin-2-yl)benzyl)-1-(2-methoxyethyl)-1H-benzo[d]imidazole-6-carboxylic acid